C(C)(C)(C)OC(=O)N1CCN(CC1)C1=CC=C(C=C1)B1OC(C)(C)C(C)(C)O1 4-(4-tert-butoxycarbonyl-1-piperazinyl)phenylboronic acid pinacol ester